2-{[4-(Benzyloxy)-2-cyclopropylphenyl]amino}-6-cyclopropyl-N-(propan-2-yl)benzamide C(C1=CC=CC=C1)OC1=CC(=C(C=C1)NC1=C(C(=O)NC(C)C)C(=CC=C1)C1CC1)C1CC1